tert-butyl-4-((tert-butoxycarbonyl)amino)-2,6-dichloro-5-fluoronicotinic acid C(C)(C)(C)OC(C1=C(N=C(C(=C1NC(=O)OC(C)(C)C)F)Cl)Cl)=O